ClC=1C=CC(=C(C1)C1=C2C(=NC(=C1)C)C(=CS2)C(=O)O)OCCN2C(=NC=1CCC3(CC1C2=O)CCN(CC3)C3CC3)C 7-(5-chloro-2-(2-(1-cyclopropyl-2'-methyl-4'-oxo-7',8'-dihydro-4'H-spiro[piperidine-4,6'-quinazolin]-3'(5'H)-yl)ethoxy)phenyl)-5-methylthieno[3,2-b]pyridine-3-carboxylic acid